N1(C=NC=C1)C1=NC=CC(=N1)C(=O)NC1=CC=NC=C1 2-(1H-imidazol-1-yl)-N-(pyridin-4-yl)pyrimidine-4-carboxamide